3-allyl-1-(2,3-dihydrobenzo[1,4]dioxin-2-ylmethyl)-piperidine-3-carboxylic acid ethyl ester C(C)OC(=O)C1(CN(CCC1)CC1COC2=C(O1)C=CC=C2)CC=C